5-chloro-3-(difluoromethyl)-1-ethyl-4-(prop-1-en-1-yl)-1H-pyrazole ClC1=C(C(=NN1CC)C(F)F)C=CC